2-hydroxy-methylpropoxy-4-(6-(6-((6-methoxypyridin-3-yl)methyl)-3,6-diazabicyclo[3.1.1]heptan-3-yl)pyridin-3-yl)pyrazolo[1,5-a]pyridine-3-carbonitrile OC1=NN2C(C(=C(C(=C2)C)OCCC)C=2C=NC(=CC2)N2CC3N(C(C2)C3)CC=3C=NC(=CC3)OC)=C1C#N